C1(CCC1)N1N=CC(=C1)C(=O)NC1=CC(=CC=C1)[C@H](C)NC1=CN=C2C(=N1)SC(=C2)C (S)-1-cyclobutyl-N-(3-(1-((6-methylthieno[2,3-b]pyrazin-3-yl)amino)ethyl)phenyl)-1H-pyrazole-4-carboxamide